FC=1C=C2C(=CC=NC2=CC1)N1CC2CN(CCC2C1)C(C(=O)NC1=CC(=CC=C1)OC)C 2-(2-(6-fluoroquinolin-4-yl)octahydro-5H-pyrrolo[3,4-c]pyridin-5-yl)-N-(3-methoxyphenyl)propanamide